(E)-3-(3-(3,5-bis-(trifluoromethyl)-phenyl)-1H-1,2,4-triazol-1-yl)-2-(5-fluoropyridin-3-yl)acrylamide FC(C=1C=C(C=C(C1)C(F)(F)F)C1=NN(C=N1)/C=C(/C(=O)N)\C=1C=NC=C(C1)F)(F)F